6'-(1-(4-amino-1,3-dihydrofuro[3,4-c][1,7]naphthyridine-8-carbonyl)-5-methylpiperidin-2-yl)-1',4'-dihydro-2'H-spiro[cyclopropane-1,3'-quinolin]-2'-one NC1=NC=2C=NC(=CC2C2=C1COC2)C(=O)N2C(CCC(C2)C)C=2C=C1CC3(C(NC1=CC2)=O)CC3